FC1(CCS(C2=C1C=CC=C2NC(=O)C=2C=NC(=CC2)C(F)(F)F)(=O)=O)F N-(4,4-difluoro-1,1-dioxo-3,4-dihydro-2H-1λ6-benzothiopyran-8-yl)-6-(trifluoromethyl)pyridine-3-carboxamide